(S)-2-methyl-N-[(1R)-2,2,2-trideuterio-1-[2-fluoro-3-(trifluoromethyl)phenyl]ethyl]propane-2-sulfinamide CC(C)(C)[S@](=O)N[C@H](C([2H])([2H])[2H])C1=C(C(=CC=C1)C(F)(F)F)F